trans-3-{[(Benzyloxy)carbonyl]amino}cyclobutanecarboxylic acid C(C1=CC=CC=C1)OC(=O)N[C@@H]1C[C@H](C1)C(=O)O